ClC=1C=C(OCCO)C=CC1N1CC(N[C@@H]2CCCC[C@H]12)(C)C 2-(3-chloro-4-((4aR,8aS)-3,3-dimethyloctahydroquinoxalin-1(2H)-yl)phenoxy)ethan-1-ol